CS(=O)(=O)OC1C(NCC1)=O 2-oxopyrrolidin-3-yl methanesulfonate